FCCN1CCN(CC1)C1=CC=C(N)C=C1 4-(4-(2-fluoroethyl)piperazin-1-yl)aniline